CC=1NC(=C(C1C(C)=O)C1=CC=CC=C1)C1=NC2=NC(=NC=C2N1)N1CCN(CC1)C 1-{2-methyl-5-[2-(4-methylpiperazin-1-yl)-7H-purin-8-yl]-4-phenyl-1H-pyrrol-3-yl}ethan-1-one